C1CCC2=C(C=3CCCC3C=C12)NC(=O)N=[S@](=O)(N)C1=C(C=C(C=C1)C(C)(C)O)C (R)-N'-(1,2,3,5,6,7-hexahydro-s-indacen-4-ylcarbamoyl)-4-(2-hydroxypropan-2-yl)-2-methylbenzene-sulfonimidamide